C(#N)C1=C(C=CC=C1)CC(=O)NC1=CC=CC=C1 2-cyanophenylacetyl-aniline